2-(3,5-Dichloro-4-((6-oxo-1,6-dihydropyridin-3-yl)oxy)phenyl)-3,5-dioxo-2,3,4,5-Tetrahydro-1H-1,2,4-triazine-6-carbonitrile ClC=1C=C(C=C(C1OC1=CNC(C=C1)=O)Cl)N1NC(C(NC1=O)=O)C#N